tert-butyl (1R,5S)-3-(2,7-dichloro-8-fluoropyrido[4,3-d]pyrimidin-4-yl)-3,8-diazabicyclo[3.2.1]octane-8-carboxylate ClC=1N=C(C2=C(N1)C(=C(N=C2)Cl)F)N2C[C@H]1CC[C@@H](C2)N1C(=O)OC(C)(C)C